heptyl (3-((2-((S)-2-cyanopyrrolidin-1-yl)-2-oxoethyl)amino)adamantan-1-yl)carbamate C(#N)[C@H]1N(CCC1)C(CNC12CC3(CC(CC(C1)C3)C2)NC(OCCCCCCC)=O)=O